zinc oxide, chromium salt [Cr+3].[O-2].[Zn+2]